N1-(4-methoxybenzyl)-3-nitrobenzene-1,4-diamine COC1=CC=C(CNC2=CC(=C(C=C2)N)[N+](=O)[O-])C=C1